methyl (S)-3-(6-(3-((4-(tert-butoxycarbonyl)piperazin-1-yl)methyl)-1,2,3,4-tetrahydroisoquinoline-2-carbonyl)benzo[d][1,3]dioxol-5-yl)-5,6,7,8-tetrahydroindolizine-1-carboxylate C(C)(C)(C)OC(=O)N1CCN(CC1)C[C@H]1N(CC2=CC=CC=C2C1)C(=O)C=1C(=CC2=C(OCO2)C1)C1=CC(=C2CCCCN12)C(=O)OC